COC1=CC=C(CC2=C(C(=C(C(=N2)N)CC2=CC=C(C=C2)OC)C)CC(F)(F)F)C=C1 bis(4-methoxybenzyl)-4-methyl-5-(2,2,2-trifluoroethyl)pyridin-2-amine